C(C1=CC=CC=C1)NC1=C2N=CN(C2=NC=N1)[C@H]1O[C@H]([C@@H]([C@@H]1O)O)C(=O)NC([O-])=O (2S,3S,4R,5R)-2-(6-(benzylamino)-9H-purin-9-yl)-3,4-dihydroxytetrahydrofuran-5-carbonylcarbamate